Cl.Cl.CC1CC(CN(C1)C1=C2C=CC=NC2=C(N=C1)C)N 5-Methyl-1-(8-methyl-[1,7]naphthyridin-5-yl)-piperidin-3-ylamine dihydrochloride